N[C@@H](C(=O)N[C@H]1CCC=2C=3C1=C1C(=NC3C=C(C2C)F)C2=CC3=C(C(N2C1)=O)COC([C@]3(O)CC)=O)CN (R)-2,3-diamino-N-((1S,9S)-9-ethyl-5-fluoro-9-hydroxy-4-methyl-10,13-dioxo-2,3,9,10,13,15-hexahydro-1H,12H-benzo[de]pyrano[3',4':6,7]indolizino[1,2-b]quinolin-1-yl)propanamide